N-{[(2R)-2-hydroxy-3-piperidin-1-ylpropyl]oxy}pyridin O[C@@H](CON1CC=CC=C1)CN1CCCCC1